N-[(1S)-1-[3-[2-(trifluoromethyl)-4-pyridyl]-1,2,4-oxadiazol-5-yl]ethyl]spiro[3.3]heptane-2-carboxamide FC(C1=NC=CC(=C1)C1=NOC(=N1)[C@H](C)NC(=O)C1CC2(C1)CCC2)(F)F